CC(=O)C1CCC1 cyclobutylethanone